C1(=CC=CC=C1)SC[C@@H]([C@@H](O)C1=C(C(=C(C=C1)OC)OC)OC)C=C (1R,2R)-2-((phenylthio)methyl)-1-(2,3,4-trimethoxyphenyl)but-3-en-1-ol